FC1=C(C=O)C=CC(=C1)C(F)(F)F 2-fluoro-4-(trifluoro-methyl)benzaldehyde